CC1=NN(C(=C1B1OC(C(O1)(C)C)(C)C)C)C(=O)OCCCC butyl 3,5-dimethyl-4-(4,4,5,5-tetramethyl-1,3,2-dioxaborolan-2-yl)pyrazole-1-carboxylate